2-Methyl-5-nitro-4H-3,1-benzoxazin-4-one CC1=NC2=C(C(O1)=O)C(=CC=C2)[N+](=O)[O-]